NC1=CC=C(C(=N1)CC)C=1C(=CC=C2C=CC=NC12)C#N 8-(6-amino-2-ethylpyridin-3-yl)quinoline-7-carbonitrile